2-(trans-4-aminocyclohexyl)-7-chloro-N-[(4,6-dimethyl-2-oxo-1,2-dihydropyridin-3-yl)methyl]-2,4-dimethyl-1,3-benzodioxole-5-formamide N[C@@H]1CC[C@H](CC1)C1(OC2=C(O1)C(=CC(=C2C)C(=O)NCC=2C(NC(=CC2C)C)=O)Cl)C